FC1=NC(=CC=C1C=1SC=2C(N(CCC2N1)C(=O)OC(C)(C)C)=O)N1C[C@H](CC1)O tert-butyl (S)-2-(2-fluoro-6-(3-hydroxypyrrolidin-1-yl) pyridin-3-yl)-4-oxo-6,7-dihydrothiazolo[5,4-c]pyridine-5(4H)-carboxylate